ClC1=CC=C(C=C1)S(=O)(=O)N1C=C(C2=CC(=CC=C12)N1CCOCC1)C=O 1-((4-chlorophenyl)sulfonyl)-5-morpholino-1H-indole-3-carbaldehyde